BrC=1SC(=CC1C1=C(C(=CC=C1)F)F)C(C)(C)C 2-bromo-3-(2,3-difluorophenyl)-5-tert-butylthiophene